(R)-3-methyl-5-(1-((4-methyl-7-morpholino-phthalazin-1-yl)amino)ethyl)benzonitrile CC=1C=C(C#N)C=C(C1)[C@@H](C)NC1=NN=C(C2=CC=C(C=C12)N1CCOCC1)C